C(C)(C)(C)OC(=O)N1CCN(CC1)CCN1C(=C(C2=CC=C(C(=C12)C=1C(=NOC1C)C)Cl)CCCOC1=CC=CC2=CC(=CC=C12)F)C(=O)OCC ethyl 1-(2-(4-(tert-butoxycarbonyl)piperazin-1-yl)ethyl)-6-chloro-7-(3,5-dimethylisoxazol-4-yl)-3-(3-((6-fluoronaphthalen-1-yl)oxy)propyl)-1H-indole-2-carboxylate